(2-amino-6-(3-fluoro-2-(2-fluoroethoxy)phenyl)imidazo[1,2-a]pyridin-3-yl)((1S,2S)-2-fluorocyclopropyl)methanone NC=1N=C2N(C=C(C=C2)C2=C(C(=CC=C2)F)OCCF)C1C(=O)[C@H]1[C@H](C1)F